methyl (2-chlorophenyl) ((S)-2-((3-cyano-5-fluorobenzyl)oxy)pentadecyl) phosphate P(=O)(OC)(OC1=C(C=CC=C1)Cl)OC[C@H](CCCCCCCCCCCCC)OCC1=CC(=CC(=C1)F)C#N